CC=1C=CC=C2CCN(C12)S(=O)(=O)C1=C(C=CC(=C1)N1C=NC(=C1)C)C 7-methyl-1-[2-methyl-5-(4-methylimidazol-1-yl)phenyl]sulfonyl-indoline